tetrahydropyridin-2(1H)-one N1C(CCCC1)=O